2-((1-(2-hydroxyethyl)-3-((tetrahydrofuran-3-yl)oxy)-1H-pyrazol-4-yl)amino)-7-((S)-1-methoxypropane-2-yl)-7H-pyrrolo[2,3-d]pyrimidine-6-carbonitrile OCCN1N=C(C(=C1)NC=1N=CC2=C(N1)N(C(=C2)C#N)[C@H](COC)C)OC2COCC2